(S)-N-((S)-1-(5-(5-methoxybenzo[d]oxazol-6-yl)oxazol-2-yl)-7-oxononyl)-6-methyl-6-azaspiro[2.5]octane-1-carboxamide COC=1C(=CC2=C(N=CO2)C1)C1=CN=C(O1)[C@H](CCCCCC(CC)=O)NC(=O)[C@H]1CC12CCN(CC2)C